3-{2-[1-(trifluoromethyl)cyclopropyl]ethoxyl-1H-pyrazol-1-yl}-2λ6-thia-3,9,11,18,23-pentaazatetracyclo[17.3.1.111,14.05,10]tetracosa-1(23),5(10),6,8,19,21-hexaene-2,2,4-trione FC(C1(CC1)CCOC1=NN(C=C1)N1S(C=2C=CC=C(NCCCC3CCN(C=4N=CC=CC4C1=O)C3)N2)(=O)=O)(F)F